trans-5-(2-(4-chloro-3-nitrophenyl)cyclopropyl)-2,2'-bipyrimidine ClC1=C(C=C(C=C1)[C@H]1[C@@H](C1)C=1C=NC(=NC1)C1=NC=CC=N1)[N+](=O)[O-]